ClC1=C(C=CC=C1)C1=CC(=C(C=C1)N1C[C@@H](CC1)OC1=NC=C(C=C1)C(F)(F)F)O (R)-2'-chloro-4-(3-(5-(trifluoromethyl)pyridin-2-yloxy)pyrrolidin-1-yl)biphenyl-3-ol